5-ethynyl-N-(2-hydroxy-3-phenylpropyl)-N-methylnicotinamide C(#C)C=1C=NC=C(C(=O)N(C)CC(CC2=CC=CC=C2)O)C1